(3S)-3-(4-Fluorophenoxymethyl)-2-{[5-methyl-2-(1,3-thiazol-2-yl)phenyl]carbonyl}-2-azabicyclo[3.1.1]heptan FC1=CC=C(OC[C@H]2N(C3CC(C2)C3)C(=O)C3=C(C=CC(=C3)C)C=3SC=CN3)C=C1